C1(CC(C(CC1)C(C)C)OCC(O)CO)C O-menthyl-glycerol